ClC1=C(N=C(C=2C(N3[C@@H](COC21)CN(CC3)C(=O)OC(C)(C)C)=O)N3[C@H](CN(CC3)C)C)C3=C(C=CC=C3)Cl tert-butyl (R)-4-chloro-3-(2-chlorophenyl)-1-((S)-2,4-dimethylpiperazin-1-yl)-12-oxo-6a,7,9,10-tetrahydro-12H-pyrazino[2,1-c]pyrido[3,4-f][1,4]oxazepine-8(6H)-carboxylate